C(C)C1=C(C=C(C=2N1C=CN2)C2=CC=C(C=C2)OC(F)(F)F)CNC(C=C)=O N-[[5-ethyl-8-[4-(trifluoromethoxy)phenyl]imidazo[1,2-a]pyridin-6-yl]methyl]prop-2-enamide